N/C(/NCCC[C@@H](NC(C(C1=CC=CC=C1)C=1C=C(OCCOCCOCCOCCNC(OC(C)(C)C)=O)C=CC1)=O)C(NCC1=CC=C(C=C1)O)=O)=N/C(NCCNC(CC)=O)=O tert-butyl (2-(2-(2-(2-(3-((4R,Z)-9-amino-4-((4-hydroxybenzyl)carbamoyl)-2,11,16-trioxo-1-phenyl-3,8,10,12,15-pentaazaoctadec-9-en-1-yl)phenoxy)ethoxy)ethoxy)ethoxy)ethyl)carbamate